ClC1=C(OCC2=NN=C(O2)S)C=CC(=C1)Cl 5-((2,4-dichlorophenoxy)methyl)-1,3,4-oxadiazole-2-thiol